O=C1C=2C=CC=CC2C(=C2C(C3=CC=CC=C3C(=C12)OC(=O)OC)=O)OC(=O)OC 5,11-dioxo-6,12-bis(methoxycarbonyloxy)naphthacene